tert-butyl (S)-(4-(3-amino-4-carbamoyl-2-fluoro-6-iodophenyl)-3-cyano-7-fluorobenzo[b]thiophen-2-yl)carbamate NC=1C(=C(C(=CC1C(N)=O)I)C1=CC=C(C=2SC(=C(C21)C#N)NC(OC(C)(C)C)=O)F)F